C(C(=C)C)(=O)OCCO ethylene glycol (methacrylate)